5-(2-naphthoxycarbonyl)-bicyclo[2.2.1]hept-2-ene C1=C(C=CC2=CC=CC=C12)OC(=O)C1C2C=CC(C1)C2